N-cyclopropyl-4-[7-(1,1-difluoro-2-hydroxy-ethyl)imidazo[1,2-a]pyridin-3-yl]-2-(difluoromethoxy)-6-methoxy-benzamide C1(CC1)NC(C1=C(C=C(C=C1OC)C1=CN=C2N1C=CC(=C2)C(CO)(F)F)OC(F)F)=O